1-propyl-3-methylimidazole chlorine salt [Cl].C(CC)N1CN(C=C1)C